1-(1-Methyl-6-(2,6-diazaspiro[3.3]heptan-2-yl)-1H-indazol-3-yl)dihydropyrimidine-2,4(1H,3H)-dione 2,2,2-trifluoroacetate FC(C(=O)O)(F)F.CN1N=C(C2=CC=C(C=C12)N1CC2(C1)CNC2)N2C(NC(CC2)=O)=O